5-amino-N-(4-(dimethylamino)phenyl)-1H-pyrazole-4-carboxamide NC1=C(C=NN1)C(=O)NC1=CC=C(C=C1)N(C)C